FC(C(=O)C1=CC=CC=C1)C fluoropropiophenone